C(C)(C)(C)OC(=O)N1C2CC[C@H]([C@H]1C(NC1=NC(=CC=C1)Br)=O)C2 (3S,4S)-3-((6-bromopyridin-2-yl)carbamoyl)-2-azabicyclo[2.2.1]heptane-2-carboxylic acid tert-butyl ester